NC1C2CN(CC12)C(=O)C1=CC2=C(N(C(=N2)C2=CC=3C=4N2CCN(C4C=CC3)CCCO)CC3CC3)C(=C1)OC (6-amino-3-azabicyclo[3.1.0]hexan-3-yl)(1-(cyclopropylmethyl)-2-(1-(3-hydroxypropyl)-2,3-dihydro-1H-pyrrolo[1,2,3-de]quinoxalin-5-yl)-7-methoxy-1H-benzo[d]imidazol-5-yl)methanone